(2R/S)-pentan CCCCC